NC1=C2O[C@@H](C3=C(C(N(CC=4C(C(C=N1)=C2)=C(N(N4)C)C#N)C)=O)C=CC(=C3)F)C (10R)-7-amino-12-fluoro-2,10,16-trimethyl-15-oxo-10,15,16,17-tetrahydro-2H-8,4-(metheno)pyrazolo[4,3-h][2,5,11]benzoxadiazacyclotetradecine-3-carbonitrile